(E)-1-[2-[(2R)-2-Hydroxy-3-(propylamino)propoxy]phenyl]-3-phenylprop-2-en-1-one O[C@@H](COC1=C(C=CC=C1)C(\C=C\C1=CC=CC=C1)=O)CNCCC